C(#N)C1=CC=C(C=C1)[C@H](C)N[S@](=O)C(C)(C)C (R)-N-[(1S)-1-(4-cyanophenyl)ethyl]-2-methyl-2-propanesulfinamide